C(C1=CC=CC=C1)N1C=CC2=CC(=CC=C12)C=1C=C(C(=O)NCCCCO)C=CC1 3-(1-benzyl-1H-indol-5-yl)-N-(4-hydroxybutyl)benzamide